ClC=1C=NN(C(C1Cl)=O)CC(=O)NC1=CC(=C(C=C1)C)S(=O)(=N)C(CC)CC 2-(4,5-dichloro-6-oxopyridazin-1(6H)-yl)-N-(4-methyl-3-(pentan-3-ylsulfonimidoyl)phenyl)acetamide